tert-butyl (R)-14-(4-(4-(6-amino-5-(1-(2,6-dichloro-3-fluorophenyl)ethoxy)pyridin-3-yl)-1H-pyrazol-1-yl)piperidin-1-yl)-3,6,9,12-tetraoxatetradecanoate NC1=C(C=C(C=N1)C=1C=NN(C1)C1CCN(CC1)CCOCCOCCOCCOCC(=O)OC(C)(C)C)O[C@H](C)C1=C(C(=CC=C1Cl)F)Cl